2-[N-(dimethylaminoethoxyethyl)-N-methylamino]ethanol methyl-(1R,2S,5S)-3-((S)-2-ethanethioamido-3,3-dimethylbutanoyl)-6,6-dimethyl-3-azabicyclo[3.1.0]hexane-2-carboxylate C[C@]12[C@H](N(C[C@H]2C1(C)C)C([C@H](C(C)(C)C)NC(C)=S)=O)C(=O)OCCN(C)CCOCCN(C)C